C1(=CC=CC=C1)/C(=C(\CC)/C1=CC=CC=C1)/C1=CC=C(OCCN(C)C)C=C1 (Z)-2-[4-(1,2-diphenyl-1-butenyl)phenoxy]-N,N-dimethylethanamine